C1(CC1)C1=NNC2=CC=C(C(=C12)C1=CC(=C(C=C1)S(=O)(=O)C)C)S(=O)(=O)NC 3-cyclopropyl-N-methyl-4-(3-methyl-4-methanesulfonyl-phenyl)-1H-indazole-5-sulfonamide